(S)-N-(((R)-2-methyl-2,4,5,6-tetrahydro-1H-cyclobuta[f]inden-3-yl)carbamoyl)-N-trityl-6,7-dihydro-5H-pyrazolo[5,1-b][1,3]oxazine-3-sulfonimidamide C[C@@H]1CC2=CC=3CCCC3C(=C21)NC(=O)N([S@@](=O)(=N)C=2C=NN1C2OCCC1)C(C1=CC=CC=C1)(C1=CC=CC=C1)C1=CC=CC=C1